BrC1=CC=C(C(=N1)F)C(C)C 6-bromo-2-fluoro-3-isopropylpyridine